γ-glutamyl-2-aminobutyric acid N[C@@H](CCC(=O)O)C(=O)CCC(C(=O)O)N